(2,6-Dichloropyridin-4-yl)methyl 2-(2-oxopiperazin-1-yl)acetate hydrochloride Cl.O=C1N(CCNC1)CC(=O)OCC1=CC(=NC(=C1)Cl)Cl